[N+](=[N-])=CC(=O)[O-] Diazoacetate